ClC1=CC=C(CNC(=O)C2=NN(C=3C(N(CCC32)CC3(CC3)S(=O)(=O)C3(CC3)[C@@H](CO)O)=O)C)C=C1 (R)-N-(4-Chlorobenzyl)-6-((1-((1-(1,2-dihydroxyethyl)cyclopropyl)sulfonyl)cyclopropyl)methyl)-1-methyl-7-oxo-4,5,6,7-tetrahydro-1H-pyrazolo[3,4-c]pyridine-3-carboxamide